CS(=O)(=O)OC[C@H]1O[C@H]([C@@H]2OC(O[C@@H]21)(C)C)N2C=NC=1C2=NC(=C(C1NC1CC(C1)(F)F)C#N)Cl ((3aR,4R,6R,6aR)-6-(5-chloro-6-cyano-7-((3,3-difluorocyclobutyl)amino)-3H-imidazo[4,5-b]pyridin-3-yl)-2,2-dimethyltetrahydrofuro[3,4-d][1,3]dioxol-4-yl)methyl methanesulfonate